tert-butyl (2S)-2-[[(2S)-6-[[diphenyl(p-tolyl)methyl]amino]-2-(9H-fluoren-9-ylmethoxycarbonylamino)hexanoyl]amino]-3-(4-hydroxyphenyl)propanoate C1(=CC=CC=C1)C(C1=CC=C(C=C1)C)(C1=CC=CC=C1)NCCCC[C@@H](C(=O)N[C@H](C(=O)OC(C)(C)C)CC1=CC=C(C=C1)O)NC(=O)OCC1C2=CC=CC=C2C=2C=CC=CC12